1-isocyanato-2-(4-isocyanato-but-1-yl)-cyclohexane N(=C=O)C1C(CCCC1)CCCCN=C=O